O1C2=C(OCC1)C(=CC=C2)NC2=NC=1N(C(=C2)N(C)CC2=CC=C(C=C2)OC)N=CC1NC(=O)N 1-(5-((2,3-dihydrobenzo[b][1,4]dioxin-5-yl)amino)-7-((4-methoxybenzyl)(methyl)amino)pyrazolo[1,5-a]pyrimidin-3-yl)urea